[N-](S(=O)(=O)C(F)(F)F)S(=O)(=O)C(F)(F)F.CN1C=[NH+]C=C1 1-Methylimidazolium bis(trifluoromethylsulfonyl)imid